5-(((3S,5R)-3,5-Dimethylpiperazin-1-yl)methyl)-4-(pyridin-2-yl)-N-(4-(trifluoromethyl)pyridin-2-yl)thiazol-2-amine C[C@H]1CN(C[C@H](N1)C)CC1=C(N=C(S1)NC1=NC=CC(=C1)C(F)(F)F)C1=NC=CC=C1